C[C@]12[C@H]3CC[C@@]4(C(=CC[C@H]4[C@@H]3CC=C2C[C@H](CC1)NC(CCCCCCCCC(=O)OC)=O)C=1C=NC=CC1)C methyl 10-(((3S,8R,9S,10R,13S,14S)-10,13-dimethyl-17-(pyridin-3-yl)-2,3,4,7,8,9,10,11,12,13,14,15-dodecahydro-1H-cyclopenta[a]phenanthren-3-yl) amino)-10-oxodecanoate